N-(1-(oxetan-3-yl)-3-(pyridin-2-yl)-1H-pyrazol-4-yl)-6-(1H-pyrazol-4-yl)picolinamide O1CC(C1)N1N=C(C(=C1)NC(C1=NC(=CC=C1)C=1C=NNC1)=O)C1=NC=CC=C1